(3R)-3-Cyano-N-[4-(3-cyanophenyl)-5-(2,6-dimethyl-4-pyridyl)thiazol-2-yl]pyrrolidin-1-carboxamid C(#N)[C@H]1CN(CC1)C(=O)NC=1SC(=C(N1)C1=CC(=CC=C1)C#N)C1=CC(=NC(=C1)C)C